Cl.N[C@H](C(=O)O)[C@H](C)C1=CC=CC=C1 (2S,3R)-2-amino-3-phenylbutanoic acid hydrochloride salt